(S)-oxetan-2-ylmethanol-13C O1[C@@H](CC1)[13CH2]O